O1CCC(CC1)C1=NN(C=C1)C(C)C1=NC(=NO1)[C@H]1CN(CC12CN(C2)C(=O)OC(C)(C)C)C(=O)OCC=C (8R)-6-allyl 2-tert-butyl 8-(5-(1-(3-(tetrahydro-2H-pyran-4-yl)-1H-pyrazol-1-yl)ethyl)-1,2,4-oxadiazol-3-yl)-2,6-diazaspiro[3.4]octane-2,6-dicarboxylate